p-methoxyfluorobenzene COC1=CC=C(C=C1)F